methyl 2-[3-[[4-[2-(2-amino-3-pyridyl)-5-phenyl-imidazo[4,5-b]pyridin-3-yl]-2-fluoro-phenyl]carbamoyl]phenyl]acetate NC1=NC=CC=C1C1=NC=2C(=NC(=CC2)C2=CC=CC=C2)N1C1=CC(=C(C=C1)NC(=O)C=1C=C(C=CC1)CC(=O)OC)F